C(C)(C)(C)OC(=O)N1C(C2=CC(=CC=C2C1)NC[C@@H]1CN(CC[C@H]1C1=C(C=CC=C1)OC)C(=O)OC(C)(C)C)=O |r| (+/-)-trans-6-({[1-(tert-Butoxycarbonyl)-4-(methoxyphenyl)-piperidin-3-yl]methyl}amino)-1-oxoisoindoline-2-carboxylic acid tert-butyl ester